o-Anisidine-d7 [2H]C1=C(C(=C(C(=C1[2H])N)OC([2H])([2H])[2H])[2H])[2H]